2-{4-[4-(6-Aminopyridin-3-yl)-8,11,13,14,16-pentaazatetracyclo[8.6.0.02,7.011,15]Hexadec-1(10),2,4,6,8,12,14-heptaen-16-yl]Phenyl}-2-methylpropanenitrile NC1=CC=C(C=N1)C=1C=C2C=3N(C4=NN=CN4C3C=NC2=CC1)C1=CC=C(C=C1)C(C#N)(C)C